O1CCN(CC1)C1=NC(=C2N=CN(C2=N1)CC(=O)C1=NC=CC=C1)N1N=C(C=C1)C=1C=C(C=CC1)C 2-(2-morpholino-6-(3-(m-tolyl)-1H-pyrazol-1-yl)-9H-purin-9-yl)-1-(pyridin-2-yl)ethan-1-one